CC(C)(C)C=1C=C(C#N)C=CC1OC1=NC=C(C=C1)N1C(N[C@](C1=O)(C)CC)=O 3-(1,1-dimethylethyl)-4-({5-[(4R)-4-ethyl-4-methyl-2,5-dioxo-1-imidazolidinyl]-2-pyridinyl}oxy)benzonitrile